N1(C=NC=C1)CCCNC1=NC(=NC(=N1)NCCCNC(OC(C)(C)C)=O)NCCCNC(OC(C)(C)C)=O Di-tert-butyl (((6-((3-(1H-imidazol-1-yl)propyl)amino)-1,3,5-triazine-2,4-diyl)bis(azanediyl))bis(propane-3,1-diyl))dicarbamate